4-[(S)-2-azetidine-1-yl-1-(4-chloro-3-trifluoromethyl-phenyl)-ethylamino]-quinazoline-8-carboxylic acid amide N1(CCC1)C[C@H](C1=CC(=C(C=C1)Cl)C(F)(F)F)NC1=NC=NC2=C(C=CC=C12)C(=O)N